C1(=CC=CC=C1)S(=O)(=O)C[C@H](O)C1=CC(=CC=C1)Cl R-2-benzenesulfonyl-1-(3-chlorophenyl)ethanol